5-chloro-3-((4-methoxybenzyl)amino)pyrazine-2-carboxylic acid ClC=1N=C(C(=NC1)C(=O)O)NCC1=CC=C(C=C1)OC